NN1OC2=C(CC1=O)C=CC=C2 2-AMINOBENZOXAZINONE